CC1(OC=2C(=NC=C(C2)C(C)N2C[C@@H](N(C[C@H]2C)C=2C=3C(N(C(C2)=O)C)=CN(N3)CC#N)C)OC1)C 2-(7-((2S,5R)-4-(1-(2,2-dimethyl-2,3-dihydro-[1,4]dioxino[2,3-b]pyridin-7-yl)ethyl)-2,5-dimethylpiperazin-1-yl)-4-methyl-5-oxo-4,5-dihydro-2H-pyrazolo[4,3-b]pyridin-2-yl)acetonitrile